aluminum acetylacetoacetate C(C)(=O)CC(CC(=O)[O-])=O.[Al+3].C(C)(=O)CC(CC(=O)[O-])=O.C(C)(=O)CC(CC(=O)[O-])=O